1,3-bis(4-methoxyphenyl)prop-2-yn-1-one tert-butyl-(3S)-3-[4-[2,5-difluoro-4-[[(3R)-tetrahydrofuran-3-yl]methoxy]anilino]pyrido[3,2-d]pyrimidin-6-yl]oxypyrrolidine-1-carboxylate C(C)(C)(C)OC(=O)N1C[C@H](CC1)OC=1C=CC=2N=CN=C(C2N1)NC1=C(C=C(C(=C1)F)OC[C@H]1COCC1)F.COC1=CC=C(C=C1)C(C#CC1=CC=C(C=C1)OC)=O